1-[4-(2-hydroxyethoxy)-phenyl]-2-hydroxy-2-methylpropanediol OCCOC1=CC=C(C=C1)C(C(C)(C)O)(O)O